N-(4-(4-(4-Cyanophenyl)piperazin-1-yl)phenyl)-3,4-dimethoxybenzamid C(#N)C1=CC=C(C=C1)N1CCN(CC1)C1=CC=C(C=C1)NC(C1=CC(=C(C=C1)OC)OC)=O